COC=1C=C2C(=CN1)NC=C2CC(C)N 1-(5-methoxy-1H-pyrrolo[2,3-c]pyridin-3-yl)propan-2-amine